NC1=C(SC2=CN=CC(=C21)C2=CC=C(C=C2)C=2C=NN(C2)CC(=O)N(C)C)C(=O)N 3-amino-4-(4-(1-(2-(dimethylamino)-2-oxoethyl)-1H-pyrazol-4-yl)phenyl)thieno[2,3-c]pyridine-2-carboxamide